5-{7-[6-(3-hydroxy-propylamino)-pyrimidin-4-ylamino]-3-methyl-3H-imidazo[4,5-b]pyridin-5-yloxy}-4-methyl-pyridine-2-carbonitrile OCCCNC1=CC(=NC=N1)NC1=C2C(=NC(=C1)OC=1C(=CC(=NC1)C#N)C)N(C=N2)C